(Z)-1-(2-fluoro-4-(1-(4-(trifluoromethoxy)phenyl)-1H-1,2,4-triazol-3-yl)phenyl)-3-(3-(2-isopropylphenyl)-4-oxothiazolidin-2-ylidene)urea FC1=C(C=CC(=C1)C1=NN(C=N1)C1=CC=C(C=C1)OC(F)(F)F)NC(=O)\N=C\1/SCC(N1C1=C(C=CC=C1)C(C)C)=O